normal-propyl acetate C(C)(=O)OCCC